1-(3-bromophenyl)-3-(1-(3-fluorobenzyl)-1H-benzo[d]imidazol-2-yl)urea BrC=1C=C(C=CC1)NC(=O)NC1=NC2=C(N1CC1=CC(=CC=C1)F)C=CC=C2